7-ethoxy-2-formyl-N-(1H-indol-3-yl)-6-methoxy-1,2,3,4-tetrahydroisoquinoline-1-formamide C(C)OC1=C(C=C2CCN(C(C2=C1)C(=O)NC1=CNC2=CC=CC=C12)C=O)OC